(±)-7-((5-(Aminomethyl)pyridin-2-yl)amino)-5-((4-cyclopropyl-3-((methylsulfinyl)methyl)phenyl)amino)pyrazolo[1,5-a]pyrimidin-3-carbonitril NCC=1C=CC(=NC1)NC1=CC(=NC=2N1N=CC2C#N)NC2=CC(=C(C=C2)C2CC2)C[S@](=O)C |r|